C(CCCCCCC)(=O)OC(CCCCC)CCCCC Undec-6-yl Caprylate